4-amino-2-(4,4-dimethyl-1,4-azasilinan-1-yl)-N-(5-methyl-6-morpholinopyridin-2-yl)benzamide NC1=CC(=C(C(=O)NC2=NC(=C(C=C2)C)N2CCOCC2)C=C1)N1CC[Si](CC1)(C)C